3,5-dihydroxy-2,4,6-trimethyl-benzoic acid OC=1C(=C(C(=O)O)C(=C(C1C)O)C)C